C(C1=CC=CC=C1)N1CC(C(CC1)N1CCC(CC1)N1CCN(CC1)C1=CC2=C(N(C(N2C)=O)C2C(NC(CC2)=O)=O)C=C1)(F)F 3-[5-(4-{1'-benzyl-3',3'-difluoro-[1,4'-bipiperidin]-4-yl}piperazin-1-yl)-3-methyl-2-oxo-1,3-benzodiazol-1-yl]piperidine-2,6-dione